4-(2-(9-(tert-butyl)-1,3-dioxo-1H-xantheno[2,1,9-def]isoquinolin-2(3H)-yl)ethoxy)-2,6-dichlorobenzaldehyde C(C)(C)(C)C1=CC=C2OC=3C=CC=4C(N(C(C5=CC=C(C3C45)C2=C1)=O)CCOC1=CC(=C(C=O)C(=C1)Cl)Cl)=O